C(#N)C1=C(C=C2C(=C(N(C2=C1)C1CCC1)NC(CC(C)(C)C)=O)F)F N-(6-cyano-1-cyclobutyl-3,5-difluoro-1H-indol-2-yl)-3,3-dimethylbutyramide